C(CC)OS(=O)(=S)CCC PROPYLPROPANTHIOSULFONAT